C(C)(C)[C@H]1N(CC[C@H](C1)N1CC2(CS(C2)(=O)=O)CC1)C=1C=NC(=CC1)C(F)(F)F 6-((2S,4R)-2-isopropyl-1-(6-(trifluoromethyl)pyridin-3-yl)piperidin-4-yl)-2-thia-6-azaspiro[3.4]octane 2,2-dioxide